2-(thiophen-3-yl)cyclopropane-1-carboxylic acid S1C=C(C=C1)C1C(C1)C(=O)O